COC=1C=C2CN(CC2=CC1B1OC(C(O1)(C)C)(C)C)C(CCC(=O)OCC)=O ethyl 4-(5-methoxy-6-(4,4,5,5-tetramethyl-1,3,2-dioxaborolan-2-yl) isoindolin-2-yl)-4-oxobutanoate